benzyl 2-(9-hydroxy-1,8-dioxo-2-(2,2,2-trifluoroethyl)-1,3,4,8-tetrahydro-2H-pyrazino[1,2-c]pyrimidin-6-yl)pyrrolidine-1-carboxylate OC1=C2N(C(=NC1=O)C1N(CCC1)C(=O)OCC1=CC=CC=C1)CCN(C2=O)CC(F)(F)F